methyl 2-((4-(6-((4-chloro-2-fluorobenzofuran-7-yl) methoxy) pyridin-2-yl) cyclohex-3-en-1-yl) methyl)-3-((1-(cyanomethyl) cyclopropyl) methyl)-3H-imidazo[4,5-b]pyridine-5-carboxylate ClC1=CC=C(C2=C1C=C(O2)F)COC2=CC=CC(=N2)C2=CCC(CC2)CC2=NC=1C(=NC(=CC1)C(=O)OC)N2CC2(CC2)CC#N